tert-butyl 4-[4-[3-fluoro-4-[2-(5-fluoro-2-pyridyl)-2-oxo-ethoxy]pyrazolo[1,5-a]pyridin-6-yl]-5-methyl-triazol-1-yl]piperidine-1-carboxylate FC=1C=NN2C1C(=CC(=C2)C=2N=NN(C2C)C2CCN(CC2)C(=O)OC(C)(C)C)OCC(=O)C2=NC=C(C=C2)F